4-benzyloxycarbonylpiperazin-1-yl-2-methylsulfanyl-6,8-dihydro-5H-pyrido[3,4-d]pyrimidine-7-carboxylate C(C1=CC=CC=C1)OC(=O)N1CCN(CC1)C=1C2=C(N=C(N1)SC)CN(CC2)C(=O)[O-]